(2,1,3)-thiadiazole N=1SN=CC1